(S)-2-((((9H-fluoren-9-yl)methoxy)carbonyl)amino)-3-(4-(1-methylpiperidin-4-yl)phenyl)propanoic acid C1=CC=CC=2C3=CC=CC=C3C(C12)COC(=O)N[C@H](C(=O)O)CC1=CC=C(C=C1)C1CCN(CC1)C